CC=1C=CC=C2C(=CN=NC12)NC1=NC(=NC=C1)NC1=CC=C(C=C1)N1CCN(CC1)CC(F)(F)F N4-(8-methylcinnolin-4-yl)-N2-(4-(4-(2,2,2-trifluoroethyl)piperazin-1-yl)phenyl)pyrimidine-2,4-diamine